(2S,3R)-3-((2-aminopyridin-4-yl)methyl)-N2-(1-methyl-1H-pyrazol-5-yl)-N1-((R)-1-(3,5-dimethyl-4-fluorophenyl)propyl)-N2-methyl-4-oxoazetidine-1,2-dicarboxamide NC1=NC=CC(=C1)C[C@@H]1[C@H](N(C1=O)C(=O)N[C@H](CC)C1=CC(=C(C(=C1)C)F)C)C(=O)N(C)C1=CC=NN1C